2-(2-aminoethoxy)ethyl-trimethyl-ammonium iodide hydrochloride Cl.[I-].NCCOCC[N+](C)(C)C